CC(C([NH+](CC)Br)(C)C)([NH+](CC)Br)C tetramethyl-N,N'-diethyl-dibromoethylenediammonium